C(C)OC(=O)C1C2C3C4C=CC(C3C(C1)C2)C4 Tetracyclo[6.2.1.13,6.02,7]dodeca-9-ene-4-carboxylic acid ethyl ester